BrC=1SC(=CN1)CN1C[C@H]([C@@H](CC1)C(=O)N1CCC(CC1)(O)CN1C=NC2=C(C1=O)C=NN2C2=CC=C(C=C2)OC)C2=CC=CC=C2 5-[[1-[(3R,4R)-1-[(2-Bromothiazol-5-yl)methyl]-3-phenyl-piperidine-4-carbonyl]-4-hydroxy-4-piperidinyl]methyl]-1-(4-methoxyphenyl)pyrazolo[3,4-d]pyrimidin-4-one